5-chloro-4-iodo-N1-methylbenzene-1,2-diamine ClC1=C(C=C(C(=C1)NC)N)I